COC(CC1=C(C=C(C=C1)OC)OCC1=CC2=C(COC3=C(C=CC=C23)CN)C=C1)=O 2-(2-((4-(aminomethyl)-6H-benzo(c)chromen-9-yl)methoxy)-4-methoxyphenyl)acetic acid methyl ester